ethyl 3-(2-(aminomethyl)-6-cyclopropylimidazo[1,2-a]pyridin-8-yl)propanoate NCC=1N=C2N(C=C(C=C2CCC(=O)OCC)C2CC2)C1